Cl.FC(C1=CC=C(C(=N)N)C=C1)(F)F 4-(trifluoromethyl)benzamidine hydrochloride